4-((2R,5S)-5-((4-Methoxyphenoxy)methyl)-2-(trifluoromethyl)oxazolidin-3-yl)-2-(trifluoromethyl)benzonitril COC1=CC=C(OC[C@@H]2CN([C@H](O2)C(F)(F)F)C2=CC(=C(C#N)C=C2)C(F)(F)F)C=C1